benzofuran-3(2H)-on O1CC(C2=C1C=CC=C2)=O